CN1C(=CC=NC1=O)N The molecule is a pyrimidone that is cytosine in which the hydrogen attached to the nitrogen at position 3 is substituted by a methyl group. It has a role as a metabolite. It is a pyrimidone, an aminopyrimidine and a methylcytosine. It derives from a cytosine.